FC1(CN(C1)C(=O)NCC(=O)N1C(CC(C1)F)C(=O)NC(C1=CC=CC=C1)C1=NC(=C(C=C1)C(C)C)F)F 1-{2-[(3,3-difluoroazetidine-1-carbonyl)amino]acetyl}-4-fluoro-N-{[6-fluoro-5-(propan-2-yl)pyridin-2-yl](phenyl)methyl}pyrrolidine-2-carboxamide